methyl (5S)-3-((2-((S)-(((benzyloxy)carbonyl)amino)(4,4-difluorocyclohexyl)methyl)imidazo[1,2-b]pyridazin-7-yl)methyl)-2-oxo-5-(trifluoromethyl)pyrrolidine-3-carboxylate C(C1=CC=CC=C1)OC(=O)N[C@H](C=1N=C2N(N=CC(=C2)CC2(C(N[C@@H](C2)C(F)(F)F)=O)C(=O)OC)C1)C1CCC(CC1)(F)F